8-bromo-2-(2-(phenylsulfonyl)acetyl)-1,3,4,12a-tetrahydrobenzo[e]pyrazino[1,2-a][1,4]diazepine-6,12(2H,11H)-dione BrC1=CC2=C(NC(C3N(C2=O)CCN(C3)C(CS(=O)(=O)C3=CC=CC=C3)=O)=O)C=C1